rel-3-[(2-ethyl-3-fluorophenyl)amino]-2-(3-{[(2R)-2-methyl-1-(prop-2-enoyl)azetidin-2-yl]methoxy}pyridin-4-yl)-1H,5H,6H,7H-pyrrolo[3,2-c]pyridin-4-one C(C)C1=C(C=CC=C1F)NC1=C(NC2=C1C(NCC2)=O)C2=C(C=NC=C2)OC[C@@]2(N(CC2)C(C=C)=O)C |o1:28|